(R)-2-(5-((4-((1-(3-(Difluoromethyl)-2-fluorophenyl)ethyl)amino)-2-methylquinazolin-6-yl)(methyl)amino)-2-oxoPyridin-1(2H)-yl)-N,N-dimethylacetamide formate C(=O)O.FC(C=1C(=C(C=CC1)[C@@H](C)NC1=NC(=NC2=CC=C(C=C12)N(C=1C=CC(N(C1)CC(=O)N(C)C)=O)C)C)F)F